FC=1C(=NC=CC1)CN1C(N([C@H](C2=CC=C(C=C12)C(=O)NCC1=C(C=C(C=C1F)F)F)C)C)=O (S)-1-((3-fluoropyridin-2-yl)methyl)-3,4-dimethyl-2-oxo-N-(2,4,6-trifluorobenzyl)-1,2,3,4-tetrahydroquinazoline-7-carboxamide